N-(4-((6-(2-amino-5-guanidinopentanamido)hexyl)carbamoyl)benzyl)-N-cyclopropyl-3-oxo-3,4-dihydro-2H-benzo[b][1,4]oxazine-7-carboxamide bis(2,2,2-trifluoroacetate) FC(C(=O)O)(F)F.FC(C(=O)O)(F)F.NC(C(=O)NCCCCCCNC(=O)C1=CC=C(CN(C(=O)C=2C=CC3=C(OCC(N3)=O)C2)C2CC2)C=C1)CCCNC(=N)N